bis(3,5-di-tert-butyl-4-hydroxyphenyl) thioether C(C)(C)(C)C=1C=C(C=C(C1O)C(C)(C)C)SC1=CC(=C(C(=C1)C(C)(C)C)O)C(C)(C)C